3-(methoxymethyl)chroman-6-carboxylic acid methyl ester COC(=O)C=1C=C2CC(COC2=CC1)COC